5,7-difluoro-N-methoxy-N-methyl-1-(oxan-2-yl)indazole-4-carboxamide FC1=C(C=2C=NN(C2C(=C1)F)C1OCCCC1)C(=O)N(C)OC